1,2-bis(bromomethyl)cyclopropane BrCC1C(C1)CBr